ClC1=C(C=CC=C1)[C@H]1CC[C@H](N1C(C1=CC=C(C=C1)C1=NOC(=N1)C1CC1)=O)C(=O)O (2S,5R)-5-(2-chlorophenyl)-1-(4-(5-cyclopropyl-1,2,4-oxadiazol-3-yl)benzoyl)pyrrolidine-2-carboxylic acid